FC1CCN(CC1)C(=O)C=1C=NN2C1C=CC=C2C2=CC=C(C#N)C=C2 4-(3-(4-fluoropiperidine-1-carbonyl)pyrazolo[1,5-a]pyridin-7-yl)benzonitrile